COC1=C(C=C(C=C1)C1=NNC=C1)OCC1=CC=C(C=C1)OC 3-(4-methoxy-3-((4-methoxybenzyl)oxy)phenyl)-1H-pyrazole